C12C3C(C(C=C1)C2)C(=O)OC3=O bicyclo[2.2.1]-5-heptene-2,3-dicarboxylic anhydride